ClC1=C(C(=O)O)C=C(C=C1)OCCCOC=1C(=NC(=NC1CC)N)N 2-chloro-5-[3-(2,4-diamino-6-ethylpyrimidin-5-yloxy)propoxy]benzoic acid